4-hydroxy-hex-5-ynoate OC(CCC(=O)[O-])C#C